(2-carboxyethyl)dimethylsulfonium lead (II) acetate tri-hydrate O.O.O.C(C)(=O)[O-].[Pb+2].C(=O)(O)CC[S+](C)C.C(C)(=O)[O-].C(C)(=O)[O-]